N-[2-(2-amino-ethoxy)ethyl]-2-ethyl-4-[[3-(3-fluoro-5-methyl-phenyl)imidazo[1,2-a]pyrazin-8-yl]amino]benzamide NCCOCCNC(C1=C(C=C(C=C1)NC=1C=2N(C=CN1)C(=CN2)C2=CC(=CC(=C2)C)F)CC)=O